2-(5-(4-chlorophenyl)thiophen-2-yl)-N-(2-(pyrrolidin-1-yl)ethyl)acetamide ClC1=CC=C(C=C1)C1=CC=C(S1)CC(=O)NCCN1CCCC1